Pyridin-4-ylmethyl 5-acetyl-4-(5-fluorobenzo[b]thiophen-3-yl)-2,6-dimethyl-1,4-dihydropyridin-3-carboxylat C(C)(=O)C=1C(C(=C(NC1C)C)C(=O)OCC1=CC=NC=C1)C=1C2=C(SC1)C=CC(=C2)F